O=C1NC2(CN(C2)C(=O)N2CC3(C2)CCC(CC3)NS(=O)(=O)C3=CC(=CC=C3)OC(F)(F)F)CO1 N-[2-(6-keto-7-oxa-2,5-diazaspiro[3.4]octane-2-carbonyl)-2-azaspiro[3.5]nonan-7-yl]-3-(trifluoromethoxy)benzene-sulfonamide